BrC1=C(C=C(C=C1)Br)C1NCCC1 2-(2,5-dibromophenyl)pyrrolidine